ClC1=CC(=NC=C1)OCC1=CC=C(C#N)C=C1 4-(((4-chloropyridin-2-yl)oxy)methyl)benzonitrile